(2S)-3-(4-(2-((2-aminoethyl)amino)-1,4,5,6-tetrahydropyrimidin-5-yl)phenoxy)-2-(aminooxy)-2-methylpropanoic acid tert-butyl ester C(C)(C)(C)OC([C@@](COC1=CC=C(C=C1)C1CN=C(NC1)NCCN)(C)ON)=O